N-(2-aminoethyl)-β-alanine NCCNCCC(=O)O